5-(((1R,3S,5S)-8-(tert-Butoxycarbonyl)-8-azabicyclo[3.2.1]oct-3-yl)amino)-7-((5-methyl-1H-pyrazol-3-yl)amino)-1,6-naphthyridine-3-carboxylic acid methyl ester COC(=O)C=1C=NC2=CC(=NC(=C2C1)NC1C[C@H]2CC[C@@H](C1)N2C(=O)OC(C)(C)C)NC2=NNC(=C2)C